2-amino-3-methoxypropan-1-ol hydrochloride Cl.NC(CO)COC